N(C(=O)C)[C@H]1C[C@@H](CC1)CC(=O)NC1=NC=C(C(=C1)C1=C2N(N=C1)CC(C2)(C)C)Cl 2-((1r,3r)-3-acetaminocyclopentyl)-N-(5-chloro-4-(5,5-dimethyl-5,6-dihydro-4H-pyrrolo[1,2-b]pyrazol-3-yl)pyridin-2-yl)acetamide